5-(1-methyl-1H-pyrazolo[3,4-b]pyridin-5-yl)-2-(3-{3-[(propan-2-yl)amino]pyrrolidin-1-yl}-1,2,4-triazin-6-yl)phenol CN1N=CC=2C1=NC=C(C2)C=2C=CC(=C(C2)O)C2=CN=C(N=N2)N2CC(CC2)NC(C)C